ClC1=C(C=C(C=C1)Cl)C1=CN=C(O1)CSC1=NC(=NC(=N1)C(F)F)N 4-([5-(2,5-dichlorophenyl)-1,3-oxazol-2-yl]methylsulfanyl)-6-(difluoromethyl)-1,3,5-triazin-2-amine